5-Chloro-2-cyanopyridin-3-yl 3-deoxy-2-O-methyl-3-[4-(2-thiazolyl)-1H-1,2,3-triazol-1-yl]-1-thio-α-D-galactopyranoside CO[C@H]1[C@@H](SC=2C(=NC=C(C2)Cl)C#N)O[C@@H]([C@@H]([C@@H]1N1N=NC(=C1)C=1SC=CN1)O)CO